NC1=NC=CC(=N1)C=1C=C(C=CC1O)C1=C(C=C(C=C1)NC(=O)C=1C(N(C=CC1OCC)C1=CC=C(C=C1)F)=O)F N-(3'-(2-aminopyrimidin-4-yl)-2-fluoro-4'-hydroxy-[1,1'-biphenyl]-4-yl)-4-ethoxy-1-(4-fluorophenyl)-2-oxo-1,2-dihydropyridin-3-carboxamide